(S)-quinuclidin-3-yl (6-fluoro-5-(2-methoxypyridin-4-yl)-2,2-dimethyl-2,3-dihydro-1H-inden-1-yl)carbamat FC1=C(C=C2CC(C(C2=C1)NC(O[C@@H]1CN2CCC1CC2)=O)(C)C)C2=CC(=NC=C2)OC